C(N)(=N)N1CCC(=CC1)C1=CC=C(S1)C(=O)NC1=C(C=C(C(=C1)F)C=1CCN(CC1)C(N)=N)F 5-(1-carbamimidoyl-1,2,3,6-tetrahydropyridin-4-yl)-N-(4-(1-carbamimidoyl-1,2,3,6-tetrahydropyridin-4-yl)-2,5-difluorophenyl)thiophene-2-carboxamide